3-methyl-1-(4-vinylbenzyl)-3H-benzoimidazol-1-ium acetate C(C)(=O)[O-].CN1C=[N+](C2=C1C=CC=C2)CC2=CC=C(C=C2)C=C